C1=C(C=CC=2OC3=C(C21)C=CC=C3)C3=C(C(=NC(=C3N3C2=CC=C(C=C2C=2C=C(C=CC32)C3=CC=CC=C3)C3=CC=CC=C3)N3C2=CC=C(C=C2C=2C=C(C=CC32)C3=CC=CC=C3)C3=CC=CC=C3)N3C2=C(C=1C=CC=CC31)C=NC=C2)N2C3=CC=C(C=C3C=3C=C(C=CC23)C2=CC=CC=C2)C2=CC=CC=C2 5-(4-(dibenzo[b,d]furan-2-yl)-3,5,6-tris(3,6-diphenyl-9H-carbazol-9-yl)pyridin-2-yl)-5H-pyrido[4,3-b]indole